Amino-thiophen-2-YL-acetic acid NC(C(=O)O)C=1SC=CC1